BrC=1C=NN2C1OCCC2 3-bromo-5H,6H,7H-pyrazolo[3,2-b][1,3]oxazin